racemic-N-acetyl-3-(4-aminophenyl)-2-methoxypropionic acid C(C)(=O)NC1=CC=C(C=C1)C[C@H](C(=O)O)OC |r|